1-(4-phenyl-1H-imidazol-2-yl)methylamine monohydrochloride Cl.C1(=CC=CC=C1)C=1N=C(NC1)CN